C(C)(C)(C)C(C(C(=O)OCC(COC(C(C(C1=CC=CC=C1)C(C)(C)C)(O)C(C)(C)C)=O)(COC(C(C(C1=CC=CC=C1)C(C)(C)C)(O)C(C)(C)C)=O)COC(C(C(C1=CC=CC=C1)C(C)(C)C)(O)C(C)(C)C)=O)(O)C(C)(C)C)C1=CC=CC=C1 pentaerythritol tetra(bis-tert-butylhydroxyhydrocinnamate)